CCCCCCCCCCCCC#C tetradecyne